ClCC=1C=CC(=NC1)C1CC1 5-(Chloromethyl)-2-cyclopropylpyridine